CC1=NOC(=C1C1=NC2=CC(=CC(=C2C=C1C1=CC=C(C=C1)N1CC(C1)(C)OC)C(C)=O)C)C 1-(2-(3,5-dimethylisoxazol-4-yl)-3-(4-(3-methoxy-3-methylazetidin-1-yl)phenyl)-7-methylquinolin-5-yl)ethan-1-one